COC=1C=C2C(N=C(NC2=CC1C(=O)O)C)=O 6-methoxy-2-methyl-4-oxo-1,4-dihydroquinazoline-7-carboxylic acid